3-[2,6-difluoro-3-[[methyl(2,2,2-trifluoroethyl)sulfamoyl]amino]benzoyl]-5-(2-methoxypyrimidin-5-yl)-1H-pyrrolo[2,3-b]pyridine FC1=C(C(=O)C2=CNC3=NC=C(C=C32)C=3C=NC(=NC3)OC)C(=CC=C1NS(N(CC(F)(F)F)C)(=O)=O)F